tert-butyl (2-(((2R,7aR)-7a-(((tert-butyldiphenylsilyl)oxy)methyl)hexahydro-1H-pyrrolizin-2-yl)oxy)ethyl)(methyl)carbamate [Si](C1=CC=CC=C1)(C1=CC=CC=C1)(C(C)(C)C)OC[C@@]12CCCN2C[C@@H](C1)OCCN(C(OC(C)(C)C)=O)C